C(#N)C1=CC2=C(N(C(=N2)NC(CC(C)C)=O)CCC2=CC=C(C=C2)P(O)(O)=O)C=C1 (4-(2-(5-cyano-2-(3-methylbutanamido)-1H-benzo[d]imidazol-1-yl)ethyl)phenyl)phosphonic acid